2-Chloro-5-{[(3-hydroxy-2,2-dimethylpropanoyl)amino]methyl}-N-[1-(2-methoxypyridin-4-yl)-1H-indazol-4-yl]benzamide ClC1=C(C(=O)NC2=C3C=NN(C3=CC=C2)C2=CC(=NC=C2)OC)C=C(C=C1)CNC(C(CO)(C)C)=O